3-(5-ethyl-1,3-thiazol-2-yl)-N-[(1R)-1-(6-methylpyridazin-3-yl)ethyl]-5-[(3R)-tetrahydrofuran-3-ylmethoxy]benzamide C(C)C1=CN=C(S1)C=1C=C(C(=O)N[C@H](C)C=2N=NC(=CC2)C)C=C(C1)OC[C@H]1COCC1